ClC=1C=C(C=CC1)C1=C(N=CN1)C=1C=C2C=C(C=NC2=CC1)NCCN1CCNCC1 6-[5-(3-chlorophenyl)-1H-imidazol-4-yl]-N-(2-piperazin-1-ylethyl)quinolin-3-amine